1-(4-(5-chloro-7-fluoro-6-(2-methoxy-1-naphthalenyl)-2,1-benzothiazol-3-yl)-1-piperazinyl)-2-propen-1-one ClC=1C(=C(C=2C(=C(SN2)N2CCN(CC2)C(C=C)=O)C1)F)C1=C(C=CC2=CC=CC=C12)OC